(3-Chloro-4-methoxyphenyl)-4-(5-methyl-2-oxo-1,2-dihydropyrido[2,3-d]pyrimidin-3(4H)-yl)cyclohexanecarboxamide ClC=1C=C(C=CC1OC)C1(CCC(CC1)N1C(NC2=C(C1)C(=CC=N2)C)=O)C(=O)N